ClC1=CC=C2C(=C1)NC(C21N(C(C=2N=C(N(C21)C(C)C)C2=C(C=C(C=C2)OC)OC)=O)C2=C(C=CC(=C2)Cl)C)=O 6-chloro-5'-(5-chloro-2-methylphenyl)-2'-(2,4-dimethoxyphenyl)-3'-isopropyl-3'H-spiro[indoline-3,4'-pyrrolo[3,4-d]imidazole]-2,6'(5'H)-dione